5-fluoro-4-(naphthalen-2-yl)-1-phenyl-3-trifluoromethyl-1H-pyrazole FC1=C(C(=NN1C1=CC=CC=C1)C(F)(F)F)C1=CC2=CC=CC=C2C=C1